4-(1-(tetrahydro-2H-pyran-2-yl)-3-(4,4,5,5-tetramethyl-1,3,2-dioxaborolan-2-yl)-1H-indazol-6-yl)morpholine O1C(CCCC1)N1N=C(C2=CC=C(C=C12)N1CCOCC1)B1OC(C(O1)(C)C)(C)C